C(C)OC(C)=O ethoxyethan-1-one